2-(((tert-butoxycarbonyl)(cyclobutylmethyl)amino)methyl)-6-((4-(5-selenocyanopyridin-3-yl)-1H-1,2,3-Triazol-1-yl)methyl)-1H-indole-1-carboxylic acid tert-butyl ester C(C)(C)(C)OC(=O)N1C(=CC2=CC=C(C=C12)CN1N=NC(=C1)C=1C=NC=C(C1)[Se]C#N)CN(CC1CCC1)C(=O)OC(C)(C)C